CN(C(OC(C)(C)C)=O)C1CCC(CC1)C=1SC(=NN1)C=1C=NC(=CC1NC)Cl tert-butyl N-methyl-N-[(1r,4r)-4-{5-[6-chloro-4-(methylamino)pyridin-3-yl]-1,3,4-thiadiazol-2-yl}cyclohexyl]carbamate